(2R)-2-amino-1-{2-[4-(difluoromethoxy)benzenesulfonyl]-2H,4H,5H,6H-pyrrolo[3,4-c]pyrazol-5-yl}-2-[3-(trifluoromethoxy)phenyl]ethan-1-one N[C@@H](C(=O)N1CC2=NN(C=C2C1)S(=O)(=O)C1=CC=C(C=C1)OC(F)F)C1=CC(=CC=C1)OC(F)(F)F